C1=CC=CC=2C3=CC=CC=C3C(C12)COC(=O)N[C@H](C(=O)O)CC1=CC=C(C2=CC=CC=C12)C(N)=O (S)-2-((((9H-fluoren-9-yl)methoxy)carbonyl)amino)-3-(4-carbamoylnaphthalen-1-yl)propanoic acid